N-benzoyloxy-1-(4-phenylsulfanylphenyl)-3-cyclopentylpropane-1-one-2-imine C(C1=CC=CC=C1)(=O)ON=C(C(=O)C1=CC=C(C=C1)SC1=CC=CC=C1)CC1CCCC1